C(C)O/C=C/C(=O)N1CCC(CC1)C(C([2H])([2H])C1=C(C(=O)OC(C)(C)C2N(C2)C(C2=CC=CC=C2)(C2=CC=CC=C2)C2=CC=CC=C2)C=CC=C1)([2H])[2H] 2-(1-Tritylaziridin-2-yl)propan-2-ol (E)-2-(1-(3-ethoxyacryloyl)piperidin-4-yl)ethyl-1,1,2,2-d4-benzoate